2-(4-fluorophenyl)-2-(1-(4,5,6,7-tetrahydro-[1,2,3]triazolo[1,5-a]pyrazine-5-carbonyl)piperidin-4-ylidene)acetonitrile FC1=CC=C(C=C1)C(C#N)=C1CCN(CC1)C(=O)N1CC=2N(CC1)N=NC2